Cl.NCCOCCNC(C1=CC=C(C=C1)NC=1C=2N(C=CN1)C(=CN2)C2=CC=C(C=C2)OC)=O N-(2-(2-aminoethoxy)ethyl)-4-((3-(4-methoxyphenyl)imidazo[1,2-a]pyrazin-8-yl)amino)benzamide hydrochloride